BrC1=NNC2=C1N=C(N=C2C)C=2C(=NC=NC2OC)C2CC2 3-bromo-5-(4-cyclopropyl-6-methoxy-pyrimidin-5-yl)-7-methyl-1H-pyrazolo[4,3-d]pyrimidine